tert-butyl 1-(2-(2,6-dioxopiperidin-3-yl)-1,3-dioxoisoindolin-4-yl)piperidine-4-carboxylate O=C1NC(CCC1N1C(C2=CC=CC(=C2C1=O)N1CCC(CC1)C(=O)OC(C)(C)C)=O)=O